tert-butyl (1-(2-(2-(2-hydroxyethoxy)ethoxy)ethyl)piperidin-4-yl)carbamate OCCOCCOCCN1CCC(CC1)NC(OC(C)(C)C)=O